[Na].[Na].[Cu] Copper Disodium